The molecule is a thromboxane B that is thromboxane B2 in which the double bond at position 5-6 has been reduced to a single bond. It is a thromboxanes B and a monocarboxylic acid. CCCCC[C@@H](/C=C/[C@@H]1[C@H]([C@H](CC(O1)O)O)CCCCCCC(=O)O)O